C1N(CCC2=CC=CC=C12)C[C@H](CN1C(C2=CC=C(C=C2CC1)NC1COCC1)=O)O 2-[(2R)-3-(3,4-dihydro-1H-isoquinolin-2-yl)-2-hydroxy-propyl]-6-(tetrahydrofuran-3-ylamino)-3,4-dihydroisoquinolin-1-one